FC1=C(C(=CC(=C1)F)OCCOC)C=1C2=C(C(=NC1C1=NN3C([C@@H](N([C@@H](C3)C)C(=O)OC(C)(C)C)C)=C1)O)C=CS2 tert-butyl (4S,6R)-2-(7-(2,4-difluoro-6-(2-methoxyethoxy)phenyl)-4-hydroxythieno[3,2-c]pyridin-6-yl)-4,6-dimethyl-6,7-dihydropyrazolo[1,5-a]pyrazine-5(4H)-carboxylate